C(C1=CC=CC=C1)OC[C@H]([C@@H]([C@@H](C(=O)O)O)O)N=C(C1=CC=CC=C1)C1=CC=CC=C1 (2S,3S,4R)-5-(benzyloxy)-4-((diphenylmethylene)-amino)-2,3-dihydroxypentanoic acid